O=C1NC(CCC1NC1=CC=C(CN(C2CCN(CC2)C2=CC=C(C=C2)NC2=NC=C(C(=N2)NCC=2C=C(C=CC2)N(S(=O)(=O)C)C)C(F)(F)F)C)C=C1)=O N-(3-(((2-((4-(4-((4-((2,6-dioxopiperidin-3-yl)amino)benzyl)(methyl)amino)piperidin-1-yl)phenyl)amino)-5-(trifluoromethyl)pyrimidin-4-yl)amino)methyl)phenyl)-N-methylmethanesulfonamide